1-(3-(6-(4-methoxypyrrolo[2,1-f][1,2,4]triazin-5-yl)-2-methyl-1H-imidazo[4,5-b]pyridin-1-yl)pyrrolidin-1-yl)ethan-1-one COC1=NC=NN2C1=C(C=C2)C=2C=C1C(=NC2)N=C(N1C1CN(CC1)C(C)=O)C